(S)-N-(4-(4-(2-(4,4-Difluoropiperidin-1-yl)-6-methylpyrimidin-4-yl)-1H-pyrazol-1-yl)-3-(6-azaspiro[2.5]octan-6-yl)phenyl)-1-hydroxypropane-2-sulfonamide FC1(CCN(CC1)C1=NC(=CC(=N1)C=1C=NN(C1)C1=C(C=C(C=C1)NS(=O)(=O)[C@H](CO)C)N1CCC2(CC2)CC1)C)F